NC1=CC=C(C=C1)[Hg] 4-aminophenylmercury